F[C@@]1(CN(CC[C@@]1(O)C)C1=NC=CC(=N1)NC=1N=CC2=C(C=CC(=C2C1)C(C)C)N1CC(C1)CS(=O)(=O)C)C (3R,4S)-3-fluoro-1-[4-({8-[3-(methanesulfonyl-methyl)azetidin-1-yl]-5-(propan-2-yl)isoquinolin-3-yl}amino)pyrimidin-2-yl]-3,4-dimethyl-piperidin-4-ol